C(=O)(OC(C)(C)C)N([C@H](CCCCN)C(=O)O)C(=O)OC(C)(C)C di-Boc-D-lysine